5-[bis(methylsulfanyl)methylene]-2,2-dimethyl-1,3-dioxane-4,6-dione CSC(=C1C(OC(OC1=O)(C)C)=O)SC